(S)-5-((4-((2-hydroxy-1-phenylethyl)amino)-5-(3-methyl-1,2,4-oxadiazol-5-yl)pyridin-2-yl)amino)-2,3,3-trimethylisoindolin-1-one OC[C@H](C1=CC=CC=C1)NC1=CC(=NC=C1C1=NC(=NO1)C)NC=1C=C2C(N(C(C2=CC1)=O)C)(C)C